C(C)(C)(C)OC(=O)N1CCN(CC1)C[C@H]1C[C@@H](CCC1)NC=1C(=C2CC[C@@H](N(C2=CC1)C(=O)OC)C)[N+](=O)[O-] methyl (2S)-6-[[(1R,3R)-3-[(4-tert-butoxycarbonylpiperazin-1-yl)methyl]cyclohexyl]amino]-2-methyl-5-nitro-3,4-dihydro-2H-quinoline-1-carboxylate